BrC=1C=C(C=CC1)[C@@H](CO)N1C(C=C(C=C1)C=1C=C2C(=NNC2=CC1)C=1C=NN(C1)C)=O (S)-1-(1-(3-bromophenyl)-2-hydroxyethyl)-4-(3-(1-methyl-1H-pyrazol-4-yl)-1H-indazol-5-yl)pyridin-2(1H)-one